COC1=CC=CC(=N1)C(=O)OCC1=CC=C(C=C1)[123I] (p-[123I]iodophenyl)methyl 6-methoxy-2-pyridinecarboxylate